N-(3-(2-((3-fluorophenyl)amino)-8,9-dihydroimidazo[1',2':1,6]pyrido[2,3-d]pyrimidin-6-yl)-4-methylphenyl)-4-(trifluoromethyl)pyridineamide FC=1C=C(C=CC1)NC=1N=CC2=C(N1)N1C(C(=C2)C=2C=C(C=CC2C)NC(=O)C2=NC=CC(=C2)C(F)(F)F)=NCC1